C(#N)[C@H]1N(CSC1)C(CNC(=O)C1=CC=NC2=CC=C(C=C12)N1[C@H](COCC1)COC)=O N-(2-((R)-4-Cyanothiazolidin-3-yl)-2-oxoethyl)-6-((S)-3-(methoxymethyl)-morpholino)quinoline-4-carboxamide